C(=O)(OC(C)(C)C)NC1C(CCCC1)N N-Boc-1,2-diaminocyclohexane